ClC=1C=C(C=CC1F)NC1=NC=NC2=CC(=C(C=C12)NC(C=CCN1C(CCCC1)F)=O)OC 4-(2-Fluoro-piperidin-1-yl)-but-2-enoic acid [4-(3-chloro-4-fluoro-phenylamino)-7-methoxy-quinazolin-6-yl]-amide